N-phenyl-valeramide C1(=CC=CC=C1)NC(CCCC)=O